C(CCCCCCCCC)[N+](CC1=CC=CC=C1)(C)C N-decyl-N,N-dimethyl-benzenemethanaminium